C(OCCCOOC(CC(C)(C)C)(C)C)([O-])=O 1,1,3,3-tetramethylbutylperoxy-n-propyl monocarbonate